C(C(=C)C)(=O)OCCNC(C)(C)C β-dimethylethylaminoethyl methacrylate